C(CCCCCCCCCCC)N(CCCN(C)C)C N1-dodecyl-N1,N3,N3-trimethylpropane-1,3-diamine